(2S)-2-amino-3-{3-[(dihydroxyboranyl)methoxy]-5-fluorophenyl}propanoic acid N[C@H](C(=O)O)CC1=CC(=CC(=C1)F)OCB(O)O